CNC(=O)C=1NC2=CC=CC=C2C1C N,3-dimethyl-1H-indole-2-carboxamide